[N+](=O)([O-])C=1C=C(C=CC1)C(F)(F)F m-nitrotrifluoromethyl-benzene